isoxazole-3-carboxylate O1N=C(C=C1)C(=O)[O-]